2-(5-[3-[4-(benzyloxy)-4-oxobutyl]azetidin-1-yl]-3-methyl-2-oxo-1,3-benzodiazol-1-yl)pentanedioic acid C(C1=CC=CC=C1)OC(CCCC1CN(C1)C1=CC2=C(N(C(N2C)=O)C(C(=O)O)CCC(=O)O)C=C1)=O